(5-amino-7-methoxyimidazo[1,2-c]quinazolin-2-yl)(2-oxa-8-azaspiro[4.5]decan-8-yl)methanone NC1=NC=2C(=CC=CC2C=2N1C=C(N2)C(=O)N2CCC1(CCOC1)CC2)OC